C(N)(=O)C=1C=C2OC[C@@H](N3C(=NC(C1)=C32)NC(=O)C3=CC(=NN3CC)C)CCNC(OCC3=CC=NC=C3)=O Pyridin-4-ylmethyl (S)-(2-(7-carbamoyl-2-(1-ethyl-3-methyl-1H-pyrazole-5-carboxamido)-3,4-dihydro-5-oxa-1,2a-diazaacenaphthylen-3-yl)ethyl)carbamate